tert-butyl (2-(1-(7-chloro-8-fluoro-2-(methylthio)pyrido[4,3-d]pyrimidin-4-yl)piperidin-3-yl)ethyl)carbamate ClC1=C(C=2N=C(N=C(C2C=N1)N1CC(CCC1)CCNC(OC(C)(C)C)=O)SC)F